NC=1C=C(C(=O)NCCN2CC(C2)C)C=C(C1)C(F)(F)F 3-amino-N-(2-(3-methylazetidin-1-yl)ethyl)-5-(trifluoromethyl)benzamide